Cl.C1(CC1)CCN (R)-cyclopropylethylamine hydrochloride